COC=1C=C(C=C(C1OC1=CC(=C(C=C1)N)C)OC)C1(C2=CC=CC=C2C=2C=CC=CC12)C1=CC(=C(C(=C1)OC)OC1=CC(=C(C=C1)N)C)OC 9,9-bis[3,5-dimethoxy-4-(3-methyl-4-aminophenoxy)phenyl]Fluorene